Phenylphosphonous acid C1(=CC=CC=C1)P(O)O